lead gallic acid C(C1=CC(O)=C(O)C(O)=C1)(=O)O.[Pb]